(S)-N-(5-(6-(1-cyclopropylethyl)-5-oxo-6,7-dihydro-5H-pyrrolo[3,4-b]pyridin-2-yl)-4-methylthiazol-2-yl)acetamide C1(CC1)[C@H](C)N1CC2=NC(=CC=C2C1=O)C1=C(N=C(S1)NC(C)=O)C